BrC1=CC=C2C(=N1)N=C(N2)NC2CN(CCC2)CC 5-Bromo-N-(1-ethyl-3-piperidyl)-1H-imidazo[4,5-b]pyridin-2-amine